C1C(CC2=CC=CC=C12)NC1=NC=C(C=N1)C(=O)NNC(C(C(=O)OCC)(C)F)=O ethyl 3-(2-(2-((2,3-dihydro-1H-inden-2-yl)amino)pyrimidine-5-carbonyl)hydrazineyl)-2-fluoro-2-methyl-3-oxopropanoate